1-(4-fluorophenyl)-3-(6-methoxypyridin-3-yl)-7-(trifluoromethyl)-2,3-dihydroquinazolin-4(1H)-one FC1=CC=C(C=C1)N1CN(C(C2=CC=C(C=C12)C(F)(F)F)=O)C=1C=NC(=CC1)OC